OC1=C(C=CC(=C1)C(C)C)N1N=C2C=3[C@@H](NCCC13)CN(CCO2)C(C=C)=O |r| (rac)-1-(2-(2-hydroxy-4-isopropylphenyl)-2,3,4,5,5a,6,8,9-octahydro-7H-10-oxa-1,2,5,7-tetraazacycloocta[cd]inden-7-yl)prop-2-en-1-one